ClC=1C(=C(C2=C(N(CCO2)CCC)C1)C(=O)OC)F methyl 6-chloro-7-fluoro-4-propyl-2,3-dihydro-1,4-benzoxazine-8-carboxylate